C(C=C)[Sn](CCCC)(CCCC)CCCC allyltributyl-tin